N-[4-(Azetidin-3-yl)phenyl]-N-(2-methoxyethyl)pyridin-3-amine N1CC(C1)C1=CC=C(C=C1)N(C=1C=NC=CC1)CCOC